NC1=NC2=C(N1C[C@@H](CCCC1=C(C=NN1C)C1=NC(=CC(=C1)C(=O)OC)C)C)C=C(C=C2)Br methyl 2-[5-[(4R)-5-(2-amino-6-bromo-benzimidazol-1-yl)-4-methyl-pentyl]-1-methyl-pyrazol-4-yl]-6-methyl-pyridine-4-carboxylate